[Si](C)(C)(C(C)(C)C)O[C@@H]1CC2=CC[C@H]3[C@@H]4CC[C@@H]([C@@]4(C)CC[C@@H]3[C@]2(CC1)C)O 3β-(tert-Butyldimethylsilyloxy)-androst-5-en-17β-ol